tert-butyl 20-chloro-20-oxoicosanoate ClC(CCCCCCCCCCCCCCCCCCC(=O)OC(C)(C)C)=O